C(C1=CC=CC=C1)OC=1C=CC2=C(C(=C(O2)C)C2(CC2)C=O)C1 1-(5-(benzyloxy)-2-methylbenzofuran-3-yl)cyclopropane-1-carbaldehyde